5-bromo-3-(3-fluorophenyl)-2-(methoxymethyl)-1-tosyl-1H-pyrrolo[2,3-b]pyridine BrC=1C=C2C(=NC1)N(C(=C2C2=CC(=CC=C2)F)COC)S(=O)(=O)C2=CC=C(C)C=C2